methyl 2-(methylamino)-1,3-benzoxazole-5-carboxylate CNC=1OC2=C(N1)C=C(C=C2)C(=O)OC